NC1CN(C1)C1=NC=CC=C1 2-(3-aminoazetidin-1-yl)pyridin